5-chloro-4-[(3S)-3-isopropylpiperazin-1-yl]-2-(4-pyridinyl)-1H-pyrimidin-6-one ClC1=C(N=C(NC1=O)C1=CC=NC=C1)N1C[C@@H](NCC1)C(C)C